C(C1=CC=CC=C1)(=O)OC[C@@]1(CN(C[C@@H](O1)N1C(NC(C(=C1)C)=O)=O)C1CCCCC1)CO[Si](C(C)C)(C(C)C)C(C)C [(2S,6R)-4-cyclohexyl-6-(5-methyl-2,4-dioxo-pyrimidin-1-yl)-2-(triiso-propylsilyloxy-methyl)morpholin-2-yl]methyl benzoate